6-(3-chlorophenyl)-N,N-dimethyl-6-(pyrrolidin-1-yl)-4,5,6,7-tetrahydrobenzothiazol-2-amine ClC=1C=C(C=CC1)C1(CC2=C(N=C(S2)N(C)C)CC1)N1CCCC1